3-(2-chlorophenoxy)-2,2-difluoro-N-((3s,4s)-3-methylpiperidin-4-yl)propanamide ClC1=C(OCC(C(=O)N[C@@H]2[C@H](CNCC2)C)(F)F)C=CC=C1